C1(CCC1)OC=1C=CC(=C(C1)C1=NN(C=2C1=NC=C(C2)C(=O)NC2(CS(C2)(=O)=O)C)C(C)C)F 3-(5-cyclobutoxy-2-fluorophenyl)-1-isopropyl-N-(3-methyl-1,1-dioxidothietan-3-yl)-1H-pyrazolo[4,3-b]pyridine-6-carboxamide